C12CC(CC(CC1)N2)OCC=2C(=NOC2C2CC2)C2=C(C=CC=C2F)F 4-((8-azabicyclo[3.2.1]octan-3-yloxy)methyl)-5-cyclopropyl-3-(2,6-difluorophenyl)isoxazole